ClC=1C=C(C(=O)O)C=CC1CCN[C@H](C(=O)C1=CNC2=CC(=CC=C12)C=1C=NN(C1)C)C1=CC=CC=C1 |r| (S)- and (R)-3-chloro-4-(2-((2-(6-(1-methyl-1H-pyrazol-4-yl)-1H-indol-3-yl)-2-oxo-1-phenylethyl)amino)ethyl)benzoic acid